8-bromo-3-(2-((tert-butyldimethylsilyl)oxy)propyl)-7-methyl-3,7-dihydro-1H-purine-2,6-dione BrC1=NC=2N(C(NC(C2N1C)=O)=O)CC(C)O[Si](C)(C)C(C)(C)C